2-(9-((4-(aminomethyl)phenyl)carbamoyl)-4,5-dihydrobenzo[b]thieno[2,3-d]oxepin-8-yl)benzoic acid NCC1=CC=C(C=C1)NC(=O)C1=CC2=C(OCCC3=C2SC=C3)C=C1C1=C(C(=O)O)C=CC=C1